C12CNCC(CC1)N2C2=NC=1CCN=CC1C=C2 2-(3,8-diazabicyclo[3.2.1]octan-8-yl)-7,8-dihydro-1,6-naphthyridin